tert-butyl-(R)-3-(2-methyl-5-(pyridin-4-ylmethoxy)benzofuran-3-carboxamido)pyrrolidine C(C)(C)(C)N1C[C@@H](CC1)NC(=O)C1=C(OC2=C1C=C(C=C2)OCC2=CC=NC=C2)C